6-AMINO-4-CHLOROPYRIDIN-3-YLBORONIC ACID NC1=CC(=C(C=N1)B(O)O)Cl